FC(C)(C)[C@H]1C[C@H](N(CC1)C(=O)N[C@@H](C)\C=C\S(=O)(=O)C)C1=CC=CC=C1 (2S,4R)-4-(2-fluoropropane-2-yl)-N-((S,E)-4-(methylsulfonyl)but-3-en-2-yl)-2-phenylpiperidine-1-carboxamide